CN(CCC[C@](O)(C1=CC=C(C=C1)F)C1=C(C=C(C#N)C=C1)CO)C (S)-(4-(4-dimethylamino-1-p-fluorophenyl-1-hydroxybutyl)-3-(hydroxymethyl)benzonitrile)